5-chloro-2-methoxy-N-[(3S)-3-methyl-5-oxo-2,3,4,5-tetrahydropyrido[3,2-f][1,4]oxazepin-7-yl]benzenesulfonamide ClC=1C=CC(=C(C1)S(=O)(=O)NC1=CC=2C(N[C@H](COC2N=C1)C)=O)OC